4-Methylbenzenesulfonic acid 2,2,2-trifluoroethyl ester FC(COS(=O)(=O)C1=CC=C(C=C1)C)(F)F